FC1=C(CN2C(N(N=C2)C2=CC=C(C=C2)OC2=CC(=NC=C2)N(CC2OCCCC2)C)=O)C(=CC=C1)F 4-(2,6-difluorobenzyl)-2-(4-((2-(methyl((tetrahydro-2H-pyran-2-yl)methyl)amino)pyridin-4-yl)oxy)phenyl)-2,4-dihydro-3H-1,2,4-triazol-3-one